C(C)(C)(C)OC(CCOC(=O)N[C@@H](CC(=O)OCC1=CC=CC=C1)C(=O)OC(C)(C)C)=O 4-benzyl 1-(tert-butyl) ((3-(tert-butoxy)-3-oxopropoxy)carbonyl)-L-aspartate